3-[5-methoxy-3-methyl-4-[3-[[(3S,4S)-3-methyl-4-piperidyl]oxy]prop-1-ynyl]-2-oxo-benzimidazol-1-yl]piperidine-2,6-dione COC1=C(C2=C(N(C(N2C)=O)C2C(NC(CC2)=O)=O)C=C1)C#CCO[C@@H]1[C@H](CNCC1)C